CC1CN=C(C2=CC=CC(=C12)C)N1C(C=CC2=CC=CC=C12)=O 1-(4,5-dimethyl-3,4-dihydroisoquinolin-1-yl)quinolone